BrC1=CC=C(C=C1)OC1(CC1)C 1-bromo-4-(1-methylcyclopropoxy)benzene